6-amino-2-[3-(aminomethyl)-2-oxa-8-azaspiro[4.5]decan-8-yl]-5-(2,3-dichlorophenyl)pyrimidine-4-carboxamide NC1=C(C(=NC(=N1)N1CCC2(CC(OC2)CN)CC1)C(=O)N)C1=C(C(=CC=C1)Cl)Cl